tert-butyl 2-((3-(1-(4-iodophenyl)cyclopropyl)-1,2,4-oxadiazol-5-yl)methyl)acrylate IC1=CC=C(C=C1)C1(CC1)C1=NOC(=N1)CC(C(=O)OC(C)(C)C)=C